C(C1=CC=CC=C1)NS(=O)(=O)C1=C(C=CC(=C1)Br)F N-benzyl-5-bromo-2-fluorobenzenesulfonamide